CC=1C=C(C=CC1)C(=C)C m-methylisopropenyl-benzene